2-(acryloyloxy)ethylsuccinat C(C=C)(=O)OCCC(C(=O)[O-])CC(=O)[O-]